N.[Li] lithium ammonia